N-(6-(CYANOMETHYL)-1-METHYL-1H-INDAZOL-7-YL)-1-(2-(TRIFLUOROMETHYL)PYRIDIN-4-YL)-1H-PYRAZOLE-4-SULFONAMIDE C(#N)CC1=CC=C2C=NN(C2=C1NS(=O)(=O)C=1C=NN(C1)C1=CC(=NC=C1)C(F)(F)F)C